2-methyl-5-(4-methylthiophenyl)-pyrrol-1-yl-EthoxyPhenyl-Propionic Acid Potassium Salt [K+].CC=1N(C(=CC1)C=1SC=C(C1)C)CC(C(=O)[O-])(C1=CC=CC=C1)OCC